isopropoxide Tin (II) [Sn+2].CC([O-])C.CC([O-])C